O(C1=CC=CC=C1)C1=CC=C(C=C1)N1N=C2C(NCC[C@@H]2[C@@H]2CN(CCC2)C(C=C)=O)=C1C(=O)N |r| (7RS)-2-(4-phenoxyphenyl)-7-[(3RS)-1-(prop-2-enoyl)piperidin-3-yl]-4,5,6,7-tetrahydro-2H-pyrazolo[4,3-b]pyridine-3-carboxamide